N-propan-2-yl-propane-2-amine CC(C)NC(C)C